FC=1C=C(C=CC1CO)C[C@@H]1CC[C@H](CC1)C(=O)OC methyl trans-4-[[3-fluoro-4-(hydroxymethyl)phenyl]methyl]cyclohexanecarboxylate